C(C1=CC=CC=C1)N1C([C@@H](NC([C@H]1CC)=O)CC)=O (3s,6r)-1-benzyl-3,6-diethylpiperazine-2,5-dione